3-Methyl-1,3-Propandiol CC(CCO)O